N-[[4-(5-amino-4-cyano-1-tetrahydropyran-4-ylpyrazol-3-yl)-2,5-difluoro-phenyl]methyl]-2-methoxy-benzamide NC1=C(C(=NN1C1CCOCC1)C1=CC(=C(C=C1F)CNC(C1=C(C=CC=C1)OC)=O)F)C#N